methyl 4-((tert-butyldimethylsilyl)oxy)bicyclo(2.2.1)heptane-1-carboxylate [Si](C)(C)(C(C)(C)C)OC12CCC(CC1)(C2)C(=O)OC